2-[2-(3-bromophenyl)-4-methyl-7-(trifluoromethyl)-4H-quinazolin-3-yl]ethanol BrC=1C=C(C=CC1)C1=NC2=CC(=CC=C2C(N1CCO)C)C(F)(F)F